BrC=1C=CC(=NC1O)C(=O)OC methyl 5-bromo-6-hydroxypyridine-2-carboxylate